C(C)(C)(C)NC(=O)N1CC=2N(CC1)C(=C(C2C(=O)N)C2=CC=CC=C2)C2CC2 N2-tert-butyl-6-cyclopropyl-7-phenyl-3,4-dihydropyrrolo[1,2-a]pyrazine-2,8(1H)-dicarboxamide